3-ethyltetrahydropyrimidin C(C)N1CNCCC1